FC1=C(C(=CC(=C1)CN[C@H]1CN(CCC1)S(=O)(=O)C1=CC(=CC=C1)F)O)N1CC(NS1(=O)=O)=O 5-[2-fluoro-4-[[[(3R)-1-(3-fluorophenyl)sulfonyl-3-piperidyl]amino]methyl]-6-hydroxy-phenyl]-1,1-dioxo-1,2,5-thiadiazolidin-3-one